5-fluoro-2-isopropyl-1-methyl-pyrrolo[2,3-b]pyridine-6-carbaldehyde FC=1C=C2C(=NC1C=O)N(C(=C2)C(C)C)C